C1(CCCC1)N1C=C(N=C2C(NC(N=C12)(N)NN)=O)NC1CCN(CC1)S(=O)(=O)C 8-cyclopentyl-2-hydrazino-6-((1-(methylsulfonyl)piperidin-4-yl)amino)pterin